C1C2CC3CC1CN(C2)C3 Azaadamantane